Methyl 6-(1,4-dimethyl-1H-1,2,3-triazol-5-yl)-4-((3-fluoropyridin-2-yl) (tetrahydro-2H-pyran-4-yl) methyl)-2-methyl-2,4-dihydropyrazolo[3',4':4,5]pyrrolo[3,2-b]pyridine-3-carboxylate CN1N=NC(=C1C=1C=C2C(=NC1)C=1C(N2C(C2CCOCC2)C2=NC=CC=C2F)=C(N(N1)C)C(=O)OC)C